7,7-dimethyl-4,5,6,7-tetrahydrothieno[3,2-c]pyridine-2-carboxylic acid ethyl ester C(C)OC(=O)C1=CC=2CNCC(C2S1)(C)C